ClC=1C=C2C=NC(=NC2=CC1N1CCN(CC1)C1(COC1)C)NC=1C=NN(C1)CC(C)(C)C 6-chloro-N-[1-(2,2-dimethylpropyl)-1H-pyrazol-4-yl]-7-[4-(3-methyloxetan-3-yl)piperazin-1-yl]quinazolin-2-amine